tert-butyl 4-[6-[5-(1-cyanocyclopropyl)-1-trityl-pyrazolo[3,4-c]pyridin-3-yl]pyrimidin-4-yl]piperazine-1-carboxylate C(#N)C1(CC1)C=1C=C2C(=CN1)N(N=C2C2=CC(=NC=N2)N2CCN(CC2)C(=O)OC(C)(C)C)C(C2=CC=CC=C2)(C2=CC=CC=C2)C2=CC=CC=C2